C(C)(C)(C)OC(=O)N1[C@@H](CCC1)COC=1N=C(C2=C(N1)CN(CC2)C2=CC=CC1=CC=CC(=C21)Cl)N2C[C@@H](N(CC2)C(=O)OCC2=CC=CC=C2)CC#N benzyl (S)-4-(2-(((S)-1-(tert-butoxycarbonyl)pyrrolidin-2-yl)methoxy)-7-(8-chloronaphthalen-1-yl)-5,6,7,8-tetrahydropyrido[3,4-d]pyrimidin-4-yl)-2-(cyanomethyl)piperazine-1-carboxylate